C12COCC(CC1)N2C(C(=CC=2C=C(CCOC(=O)N[C@@H](CC1=CC=C(C=C1)C)B(O)O)C=CC2)C#N)=O ((1R)-1-(((3-(3-(3-oxa-8-azabicyclo[3.2.1]octan-8-yl)-2-cyano-3-oxoprop-1-en-1-yl)phenethoxy)carbonyl)amino)-2-(p-tolyl)ethyl)boronic acid